C(C)(C)C1=C(C=CC=C1)C1=CN2C(N=N1)=NC=C2CC2=CC=C(C=C2)C=2N(C=C(N2)C(F)(F)F)C 3-(2-isopropylphenyl)-6-(4-(1-methyl-4-(trifluoromethyl)-1H-imidazol-2-yl)benzyl)imidazo[2,1-c][1,2,4]triazine